ClC=1C=C2C(C(N=C(C2=CC1)N1C=NC2=C1C=CC=C2C)(C)C)(F)F 6-chloro-4,4-difluoro-3,3-dimethyl-1-(4-methylbenzimidazol-1-yl)-isoquinoline